COC1=CC=C(C=C1)C=1OC2=C(C=C(C=C2C(C1C)=O)C)[C@@H](C)NS(=O)C(C)(C)C N-((R)-1-(2-(4-methoxyphenyl)-3,6-dimethyl-4-oxo-4H-chromen-8-yl)ethyl)-2-methylpropan-2-sulfinamide